C(CCCCCCC\C=C/C\C=C/CCCCC)(=O)OCC(COC(CCCCCCCCCCCCCCC)=O)OC(NC1CN(C1)CCF)=O 2-(((1-(2-fluoroethyl)azetidin-3-yl)carbamoyl)oxy)-3-(palmitoyloxy)propyl (9Z,12Z)-octadeca-9,12-dienoate